4'-bromo-1,2,3-trifluorobiphenyl BrC1=CC=C(C=C1)C1(C(C(=CC=C1)F)F)F